C1(CC1)C1=C(C=C(C(=C1)CN1CCC2(CN(C(O2)=O)C2=CC=C(C=C2)S(=O)(=O)NCCOCCO)CC1)OCC)C1=CC=C(C=C1)F 4-(8-((2-cyclopropyl-5-ethoxy-4'-fluoro-[1,1'-biphenyl]-4-yl)methyl)-2-oxo-1-oxa-3,8-diazaspiro[4.5]decan-3-yl)-N-(2-(2-hydroxyethoxy)ethyl)benzenesulfonamide